6-cyclopropyl-8-(2-oxooxazolidin-3-yl)imidazo[1,2-b]pyridazin C1(CC1)C=1C=C(C=2N(N1)C=CN2)N2C(OCC2)=O